1-(3,5-di-t-butylphenyl)-1-methylethyl carbamate C(N)(OC(C)(C)C1=CC(=CC(=C1)C(C)(C)C)C(C)(C)C)=O